O1CCC12CCNCC2 1-oxa-7-azaspiro[3.5]Nonane